N1N=CC=C1N1C[C@@H](CC1)NC(=O)[C@@H]1CC[C@H]2N1C([C@H](CCCC2)NC(=O)C2=CC1=C(S2)C=CC(=C1)C(F)P(O)(O)=O)=O ((2-(((3S,6S,10aS)-3-(((R)-1-(1H-pyrazol-5-yl)pyrrolidin-3-yl)carbamoyl)-5-oxodecahydropyrrolo[1,2-a]azocin-6-yl)carbamoyl)benzo[b]thiophen-5-yl)fluoromethyl)phosphonic acid